trans-6-(6-chloro-4-(6-((S)-1-hydroxyethyl)morpholin-2-yl)pyridin-2-yl)-N-methylpyrimidine-4-carboxamide ClC1=CC(=CC(=N1)C1=CC(=NC=N1)C(=O)NC)[C@@H]1CNC[C@H](O1)[C@H](C)O